NC=1C=NC(=NC1)C=1C=C(C=C(C1)Cl)[C@@H]1N(CC[C@@](C1)(C)O)C(C=C)=O 1-((2R,4R)-2-(3-(5-aminopyrimidin-2-yl)-5-chlorophenyl)-4-hydroxy-4-methylpiperidin-1-yl)prop-2-en-1-one